BrC1=C(C=CC=C1)\C=N\[S@](=O)C(C)(C)C (R)-N-[(E)-(2-bromophenyl)methylene]-2-methyl-2-propanesulfinamide